1-(3-amino-4-cyclopropoxyphenyl)-N,N-dimethylpiperidin-4-amine NC=1C=C(C=CC1OC1CC1)N1CCC(CC1)N(C)C